tert-Butyl (2-(6-chloro-3-(3,4-dichlorobenzimidamido)-9H-carbazol-1-yl)ethyl)carbamate ClC=1C=C2C=3C=C(C=C(C3NC2=CC1)CCNC(OC(C)(C)C)=O)NC(C1=CC(=C(C=C1)Cl)Cl)=N